C1(=CC=CC2=CC=CC=C12)C1=C2C=CC=CC2=C(C2=CC=CC=C12)C1=NC=CC2=C1C1=CC=CC=C1C21C2=CC=CC=C2C2=CC=3OC4=C(C3C=C21)C=CC=C4 (10-(naphthalen-1-yl)anthracen-9-yl)spiro[fluoreno[3,2-b]benzofuran-11,5'-indeno[1,2-c]pyridine]